N[C@@H]1C[C@@](N(CC1)C(=O)OC(C)(C)C)(C(=O)OCC1=CC=CC=C1)CCCCB1OC(C(O1)(C)C)(C)C 2-benzyl 1-(tert-butyl) (2R,4S)-4-amino-2-(4-(4,4,5,5-tetramethyl-1,3,2-dioxaborolan-2-yl)butyl)piperidine-1,2-dicarboxylate